NC1=NC=NN2C1=C(C=C2C=2C=NC(=C(C(=O)NC=1N=CN(C1)CCC1=CC=CC=C1)C2)OC)C(F)(F)F 5-(4-amino-5-(trifluoromethyl)pyrrolo[2,1-f][1,2,4]triazin-7-yl)-2-methoxy-N-(1-phenethyl-1H-imidazol-4-yl)nicotinamide